CC1=C(C=CC=C1C)C(C)C=1N=CN(C1)C(=O)OCC=C prop-2-en-1-yl 4-[1-(2,3-dimethylphenyl) ethyl]-1H-imidazole-1-carboxylate